2-((6-bromo-3-fluoro-1H-pyrazolo[4,3-b]pyridin-1-yl)methyl)-5-methyl-1,3,4-oxadiazole BrC=1C=C2C(=NC1)C(=NN2CC=2OC(=NN2)C)F